OCC1=CC=C(C=C1)N1CC(C1)CC=O 2-{1-[4-(hydroxymethyl)phenyl]Azetidin-3-yl}ethanone